thiaundecanolactone S1(CCCCCCCCCCO1)=O